6-(3-(((1R,2S,3S,5R)-6,6-difluoro-2-methoxy-8-azabicyclo[3.2.1]octan-3-yl)oxy)-1,2,4-triazin-6-yl)isoquinolin-7-ol FC1([C@H]2C[C@@H]([C@H]([C@@H](C1)N2)OC)OC=2N=NC(=CN2)C=2C=C1C=CN=CC1=CC2O)F